(R)-[(3R)-3-{[(6-fluoro-7-methoxyquinolin-4-yl)oxy]methyl}pyrrolidin-1-yl](imino)methyl-λ6-sulfanone FC=1C=C2C(=CC=NC2=CC1OC)OC[C@H]1CN(CC1)[SH2](=O)C=N